2-[1-(3,4-difluorophenyl)pyrazol-3-yl]propanoic acid FC=1C=C(C=CC1F)N1N=C(C=C1)C(C(=O)O)C